1-(3-(7-Bromo-5-(1-ethyl-1,4,5,6-tetrahydropyrrolo[3,4-c]pyrazole-5-carbonyl)-1H-indol-2-yl)-5,6-dihydropyridin-1(2H)-yl)-3-(1H-1,2,3-triazol-1-yl)propan-1-one BrC=1C=C(C=C2C=C(NC12)C=1CN(CCC1)C(CCN1N=NC=C1)=O)C(=O)N1CC=2N(N=CC2C1)CC